(S)-N-((R or S)-(4-chlorophenyl)(6-(difluoromethoxy)pyridin-2-yl)methyl)-2-oxoimidazolidine-4-carboxamide ClC1=CC=C(C=C1)[C@@H](NC(=O)[C@H]1NC(NC1)=O)C1=NC(=CC=C1)OC(F)F |o1:7|